(3S,4R)-1-(tert-Butoxycarbonyl)-4-(4-fluorophenyl)-pyrrolidine-3-carboxylic acid C(C)(C)(C)OC(=O)N1C[C@H]([C@@H](C1)C1=CC=C(C=C1)F)C(=O)O